5-bromo-2-(4-methoxybenzyl)isoindolin-1-one BrC=1C=C2CN(C(C2=CC1)=O)CC1=CC=C(C=C1)OC